2-(tert-butyldimethylsilanyloxymethyl)-3,5-difluoroaniline [Si](C)(C)(C(C)(C)C)OCC1=C(N)C=C(C=C1F)F